2-benzyl-3-butenoic acid C(C1=CC=CC=C1)C(C(=O)O)C=C